4-chlorobenzyl (4-(2-(((6-methylpyridin-3-yl)methyl)amino)-2-oxoethyl)phenyl)carbamate CC1=CC=C(C=N1)CNC(CC1=CC=C(C=C1)NC(OCC1=CC=C(C=C1)Cl)=O)=O